C1(CCCCC1)[C@@H](C(=O)N1[C@@H](CCC1)C=1SC=C(N1)C(C1=CC(=CC=C1)O)=O)NC(OC(C)(C)C)=O tert-butyl ((S)-1-cyclohexyl-2-((S)-2-(4-(3-hydroxybenzoyl)thiazol-2-yl)pyrrolidin-1-yl)-2-oxoethyl)carbamate